ethyl (R)-2-((1-chloro-4-(2-chloro-4-fluorophenyl)isoquinolin-7-yl)oxy)propanoate ClC1=NC=C(C2=CC=C(C=C12)O[C@@H](C(=O)OCC)C)C1=C(C=C(C=C1)F)Cl